C(C)(C)N(C(=S)OCC)CC=C isopropyl-allyl-thiourethane